C(C)(C)(C)OC(=O)N1CC(=CCC1)C=1C=NC(=CC1)OCC1=CC=CC=C1.COC(C)(OC)C1CC1 (1,1-dimethoxy)ethylcyclopropane tert-butyl-6'-(benzyloxy)-5,6-dihydro-[3,3'-bipyridine]-1(2H)-carboxylate